C(C)(C)(C1=CC=CC=C1)C1=C(OC2=C(C=C(C=C2)[N+](=O)[O-])[N+](=O)[O-])C=CC(=C1)C(C)(C)C1=CC=CC=C1 4-(2,4-dicumylphenoxy)-1,3-dinitrobenzene